(S)-5-((4-bromophenyl)sulfonyl)-2-cyclopentyl-6-hydroxy-1-(1-phenylpropyl)pyrimidin-4(1H)-one BrC1=CC=C(C=C1)S(=O)(=O)C=1C(N=C(N(C1O)[C@@H](CC)C1=CC=CC=C1)C1CCCC1)=O